sodium o-hydroxymandelate OC1=C(C(C(=O)[O-])O)C=CC=C1.[Na+]